(3-(2-Methoxyphenyl)pyrrolidin-1-yl)(5-(2,4,5-trifluoro-3-hydroxyphenyl)-1,2,4-oxadiazol-3-yl)methanone COC1=C(C=CC=C1)C1CN(CC1)C(=O)C1=NOC(=N1)C1=C(C(=C(C(=C1)F)F)O)F